FC1=CC=C(C(=O)NC=2C=CC=NC2)C=C1 5-[(4-fluorobenzoyl)amino]pyridine